bis(3-isocyanatopropyl)ether N(=C=O)CCCOCCCN=C=O